4-(2-Methoxyphenyl)-1-p-toluenesulfonyl-1,2,3-triazole COC1=C(C=CC=C1)C=1N=NN(C1)S(=O)(=O)C1=CC=C(C)C=C1